((3aR,4R,6R,6aR)-6-(4-Amino-5-fluoro-7H-pyrrolo[2,3-d]pyrimidin-7-yl)-2,2-dimethyltetrahydrofuro[3,4-d][1,3]dioxol-4-yl)methanol NC=1C2=C(N=CN1)N(C=C2F)[C@@H]2O[C@@H]([C@@H]1[C@H]2OC(O1)(C)C)CO